1-(p-fluorophenyl)-2-(phenylamino)ethane FC1=CC=C(C=C1)CCNC1=CC=CC=C1